C(C1=CC=CC=C1)N1[C@H]2CC([C@@H](C1)C2)C=2C=C1CN(C(C1=CC2)=O)C2C(NC(CC2)=O)=O 3-(5-((1S,4S)-2-benzyl-2-azabicyclo[2.2.1]hept-5-yl)-1-oxoisoindolin-2-yl)piperidine-2,6-dione